BrC1=NC=CC(=C1)C(C(F)(F)F)N(C)C 1-(2-bromopyridin-4-yl)-2,2,2-trifluoro-N,N-dimethylethan-1-amine